tris[2,4-bis(1,1-dimethylpropyl) phenyl] phosphite P(OC1=C(C=C(C=C1)C(CC)(C)C)C(CC)(C)C)(OC1=C(C=C(C=C1)C(CC)(C)C)C(CC)(C)C)OC1=C(C=C(C=C1)C(CC)(C)C)C(CC)(C)C